CC1=C(C=C(C=C1)NC1=CC=C(C=N1)C(=O)O)C(F)(F)F 6-{[4-methyl-3-(trifluoromethyl)phenyl]amino}pyridine-3-carboxylic Acid